ClC1=C2C=C(C(=NC2=CC=C1)N1CCC(CCC1)(F)F)C(=O)OC methyl 5-chloro-2-(4,4-difluoroazepan-1-yl)quinoline-3-carboxylate